O(C1=CC=C(C=C1)C(C)=O)C1=CC=C(C=C1)C(C)=O 1,1'-(oxybis(4,1-phenylene))diethanone